C1C2C(NNC1)NCC=1N2C=CNC1 hexahydro-8H-pyrazino[1',2':4,5]pyrazino[2,3-c]pyridazin